CN([C@@H](CC1=C(C(=C(C(=O)N)C=C1)F)C)CNC(C[C@H](C(C)(C)C)C=1C=NC=C(C1)F)=O)C 4-((S)-2-(dimethylamino)-3-((R)-3-(5-fluoropyridin-3-yl)-4,4-dimethylpentanamido)propyl)-2-fluoro-3-methylbenzamide